OC1=C(C=C(C(=O)N)C=C1)I 4-hydroxy-3-iodobenzamide